C12(CC3CC(CC(C1)C3)C2)NC(CBr)=O N-adamantyl-2-bromoethanamide